2-amino-N-cyclohexylpropionamide NC(C(=O)NC1CCCCC1)C